tert-Butyl (3-((2-hydroxyethoxy)methyl)cyclobutyl)carbamate OCCOCC1CC(C1)NC(OC(C)(C)C)=O